C[C@@H]1CN(CCC1)CC=1C=C(C=2N(C1)C(NC2)=O)C(F)(F)F 6-(((S)-3-methylpiperidin-1-yl)methyl)-8-(trifluoromethyl)imidazo[1,5-a]pyridin-3(2H)-one